N-vinyl-pyridineamide C(=C)NC(=O)C1=NC=CC=C1